ClC1=C2C(=NC=C1)NCC2(C2CC2)C=2C=C(C=CC2)N2C(CN(CC2)CCC2CCN(CC2)C2=C1C(N(C(C1=CC(=C2)F)=O)C2C(NC(CC2)=O)=O)=O)=O (4-{2-[4-(3-{4-chloro-3-cyclopropyl-1H-pyrrolo[2,3-b]pyridin-3-yl}phenyl)-3-oxopiperazin-1-yl]ethyl}piperidin-1-yl)-2-(2,6-dioxopiperidin-3-yl)-6-fluoroisoindole-1,3-dione